F[C@H]1CN(CC[C@H]1NC1=C2C=C(N(C2=CC=C1)CC(F)(F)F)C#CCNC1=C(C=C(C(=O)NC2CCN(CC2)C)C=C1)OC)C 4-{[3-(4-{[(3S,4R)-3-fluoro-1-methylpiperidin-4-yl]amino}-1-(2,2,2-trifluoroethyl)-1H-indol-2-yl)prop-2-yn-1-yl]amino}-3-methoxy-N-(1-methylpiperidin-4-yl)benzamide